N-(3-(3-amino-4-(8-fluoro-1-oxo-1,2,3,4-tetrahydroisoquinolin-6-yl)-1H-pyrazol-1-yl)phenyl)acrylamide NC1=NN(C=C1C=1C=C2CCNC(C2=C(C1)F)=O)C=1C=C(C=CC1)NC(C=C)=O